FC(C(=O)O)(F)F.FC1(CNCCC1C1=CC=C2C(=NN(C2=C1)C)N1C(NC(CC1)=O)=O)F 1-[6-(3,3-difluoro-4-piperidyl)-1-methyl-indazol-3-yl]hexahydropyrimidine-2,4-dione, trifluoroacetic acid salt